OC1=NC=CC(=N1)C1CN(C1)C(=O)[C@@H]1CC[C@H]2N1C([C@H](CCC2)NC(OC(C)(C)C)=O)=O tert-butyl N-[(3S,6S,9aS)-3-[3-(2-hydroxypyrimidin-4-yl)azetidine-1-carbonyl]-5-oxo-octahydro-1H-pyrrolo[1,2-a]azepin-6-yl]carbamate